C1(CC1)C1=CC(N(N=C1)CC1=C(C(=CC=C1C)OC)C)=S 5-cyclopropyl-2-(3-methoxy-2,6-dimethylbenzyl)pyridazine-3(2H)-thione